IC=1C(=C(C(=NC1)N1C[C@H](O[C@H](C1)C)C)C)C (cis)-4-(5-iodo-3,4-dimethylpyridin-2-yl)-2,6-dimethylmorpholine